C1(CC1)C1=C(C(=NO1)C1=C(C=CC=C1Cl)Cl)CO[C@H]1[C@@H]2CN([C@H](C1)C2)C=2SC1=C(N2)C(=CC(=C1)C(=O)OC)[C@H]1COCC1 methyl 2-[(1S,4S,5R)-5-[[5-cyclopropyl-3-(2,6-dichlorophenyl)-1,2-oxazol-4-yl]methoxy]-2-azabicyclo[2.2.1]heptan-2-yl]-4-[(3S)-oxolan-3-yl]-1,3-benzothiazole-6-carboxylate